3-methyl-N-(4-methyl-1,1-dioxo-thian-4-yl)-6-[[4-methyl-3-(2,2,2-trifluoroethoxy)-2-pyridyl]oxy]imidazo[1,2-a]pyridine-2-carboxamide CC1=C(N=C2N1C=C(C=C2)OC2=NC=CC(=C2OCC(F)(F)F)C)C(=O)NC2(CCS(CC2)(=O)=O)C